CC1([C@H](NC1)COC1=NOC(=C1C1=CC=2N(C=C1)N=C(C2)NC(=O)C2CC2)C)C N-[5-[3-[[(2S)-3,3-dimethylazetidin-2-yl]methoxy]-5-methyl-isoxazol-4-yl]pyrazolo[1,5-a]pyridin-2-yl]cyclopropanecarboxamide